((7-chloro-2-methyl-1,2,3,4-tetrahydroisoquinolin-6-yl)amino)-5-((2-fluoro-6-(trifluoromethyl)phenyl)amino)-1,2,4-triazine-6-carboxamide ClC1=C(C=C2CCN(CC2=C1)C)NC=1N=NC(=C(N1)NC1=C(C=CC=C1C(F)(F)F)F)C(=O)N